NC(COC1=NC(=NC(=C1)C1=C(C=CC=C1C)C)NS(=O)(=O)C=1C=C(C(=O)O)C=CC1)CCC(C)(C)F 3-[[4-(2-amino-5-fluoro-5-methyl-hexoxy)-6-(2,6-dimethylphenyl)pyrimidin-2-yl]sulfamoyl]benzoic acid